FC(C(CCS(=O)(=O)C(C)C)C=1C=CC(=NC1)N1N=CC(=C1)C1=NC=2C(=NC=CC2)N1)(F)F (1-(5-(1,1,1-trifluoro-4-(isopropylsulfonyl)butan-2-yl)pyridin-2-yl)-1H-pyrazol-4-yl)-3H-imidazo[4,5-b]pyridine